CC=1C(=NC(=NC1)NC1=CC=C(C(=O)NC2=CC=CC=C2)C=C1)NC=1C=CC2=C(NC(O2)=O)C1 4-[5-Methyl-4-(2-oxo-2,3-dihydro-benzooxazol-5-ylamino)-pyrimidin-2-ylamino]-N-phenyl-benzamide